C(C1=CC=CC=C1)NC(CC1=NC=C(C=C1)C1=CC=C(C=C1)OCCN1CC2(CS(C2)(=O)=O)C1)=O N-benzyl-2-(5-(4-(2-(2,2-dioxido-2-thia-6-azaspiro[3.3]heptan-6-yl)ethoxy)phenyl)pyridin-2-yl)acetamide